S(Cl)Cl.[P].[Li] lithium Phosphorus Sulfur Chloride